7-(naphthalen-1-yl)-3,7-dihydro-4H-pyrrolo[2,3-d]pyrimidin-4-one C1(=CC=CC2=CC=CC=C12)N1C=CC2=C1N=CNC2=O